ditrityl chromate [Cr](=O)(=O)(OC(C1=CC=CC=C1)(C1=CC=CC=C1)C1=CC=CC=C1)OC(C1=CC=CC=C1)(C1=CC=CC=C1)C1=CC=CC=C1